Racemic-17-amino-12,12-dimethyl-6,15-bis(trifluoromethyl)-8,19-dioxa-3,4,13,18-tetrazatricyclo[12.3.1.12,5]nonadeca-1(18),2,4,14,16-pentaen-6-ol NC1=CC(=C2NC(CCCOC[C@](C3=NN=C(C1=N2)O3)(O)C(F)(F)F)(C)C)C(F)(F)F |r|